C(C)(C)(C)P(CCCC)C(C)(C)C ditertbutyl(n-butyl)phosphine